butyl-[2-(2,4,6-triisopropylphenyl)phenyl]phosphane C(CCC)PC1=C(C=CC=C1)C1=C(C=C(C=C1C(C)C)C(C)C)C(C)C